[Na+].C(C(CCC(=O)[O-])C(=O)[O-])C(=O)[O-].[Na+].[Na+] butane-1,2,4-tricarboxylic acid sodium salt